isopropyl (R)-2-amino-2-(imidazo[1,2-a]pyridin-6-yl)-4,4-dimethylpentanoate N[C@](C(=O)OC(C)C)(CC(C)(C)C)C=1C=CC=2N(C1)C=CN2